ClC=1C(=C(C=C(C1)F)C1=C2C(=CN=C1)SC(=C2)C#N)C=2C(=NN(C2)CC)C(F)(F)F 4-(3-Chloro-2-(1-ethyl-3-(trifluoromethyl)-1H-pyrazol-4-yl)-5-fluorophenyl)thieno[2,3-c]pyridine-2-carbonitrile